antimonyl-carbon [Sb](=O)#[C]